CC(=O)O[Sn](C1=CC=CC=C1)(C2=CC=CC=C2)C3=CC=CC=C3 The molecule is an organotin compound that is the O-acetyl derivative of triphenyltin hydroxide. A fungicide used to control blights on potatoes, leaf spot diseases on sugar beet and anthracnose on beans. It has a role as an antifungal agrochemical. It is an organotin compound and an acetate ester. It derives from a fentin hydroxide.